7-(4-fluorophenyl)tetrazolo[1,5-c]pyrimidin-5-amine FC1=CC=C(C=C1)C1=CC=2N(C(=N1)N)N=NN2